C(CCC)OC(=O)C1=CN(C2=C(C(=C(C=C2C1=O)F)N1C[C@@H]2CCCN[C@@H]2C1)OC)C1CC1 1-cyclopropyl-7-[(1S,6S)-2,8-diazabicyclo[4.3.0]non-8-yl]-6-fluoro-8-methoxy-4-oxo-quinoline-3-carboxylic acid butyl ester